C(C)(C)(C)OC(=O)N[C@H]1[C@@H](CN(CC1)C(=O)[O-])O trans-4-((tert-butoxycarbonyl) amino)-3-hydroxypiperidine-1-carboxylate